3,5-dimethoxy-4-isopropyl-benzyl alcohol COC=1C=C(CO)C=C(C1C(C)C)OC